ClC1=NNC2=CC=C(C(=C12)CC(=O)N1[C@H](C2=CC=CC(=C2CC1)[C@H](C(F)F)O)C)Cl 2-(3,5-dichloro-1H-indazol-4-yl)-1-[(1S)-5-[(1R)-2,2-difluoro-1-hydroxy-ethyl]-1-methyl-3,4-dihydro-1H-isoquinolin-2-yl]ethanone